OC(CN(CCCNC(CCCCCCC\C=C/C\C=C/CCCCC)=O)CCCOCCCCCCCCCC)CO N-[3-[(2,3-dihydroxypropyl)(3-decyloxypropyl)amino]propyl]linoleamide